OC1=C(C(=CC(=C1CC(CC=C(C)C)C(=C)C)O)OC)C(\C=C\C1=C(C=C(C=C1)O)O)=O (E)-1-(2,4-dihydroxy-6-methoxy-3-(5-methyl-2-(prop-1-en-2-yl)hex-4-en-1-yl)phenyl)-3-(2,4-dihydroxyphenyl)prop-2-en-1-one